3-azabicyclo[3.1.0]hexane-3,6-dicarboxylate C12CN(CC2C1C(=O)[O-])C(=O)[O-]